4-[[3-[[2-[3-[(E)-N'-acetoxycarbamimidoyl]phenyl]-1-(1,3-benzothiazol-2-yl)ethyl]sulfamoyl]phenyl]carbamoyl]piperidine-1-carboxylate C(C)(=O)O\N=C(\N)/C=1C=C(C=CC1)CC(C=1SC2=C(N1)C=CC=C2)NS(=O)(=O)C=2C=C(C=CC2)NC(=O)C2CCN(CC2)C(=O)[O-]